1-((1s,4s)-4-((4-(methylamino)-5-(1,5-naphthyridin-2-yl)-7H-pyrrolo[2,3-d]pyrimidin-2-yl)amino)cyclohexyl)pyrrolidin-2-one CNC=1C2=C(N=C(N1)NC1CCC(CC1)N1C(CCC1)=O)NC=C2C2=NC1=CC=CN=C1C=C2